FC1=C(C#N)C=C(C=C1)OC=1C(=C2C=CNC2=CC1F)CN1C=NC(=C1)I 2-Fluoro-5-((6-fluoro-4-((4-iodo-1H-imidazol-1-yl)methyl)-1H-indol-5-yl)oxy)benzonitrile